[5-Chloro-4-(2-dimethylphosphorylanilino)pyrimidin-2-yl]amine ClC=1C(=NC(=NC1)N)NC1=C(C=CC=C1)P(=O)(C)C